2-fluoro-6-[(3-acetoxybenzyl)amino]-9-(oxetan-2-yl)-9H-purine FC1=NC(=C2N=CN(C2=N1)C1OCC1)NCC1=CC(=CC=C1)OC(C)=O